8-methoxy-N-[(3-methyl-1,2,4-oxadiazol-5-yl)methyl]-6-(5-methylthiazol-2-yl)quinazolin-4-amine COC=1C=C(C=C2C(=NC=NC12)NCC1=NC(=NO1)C)C=1SC(=CN1)C